1,4-Butylene bis(4-aminobenzoate) NC1=CC=C(C(=O)OCCCCOC(C2=CC=C(C=C2)N)=O)C=C1